COC1=CC2=C3C(CCNC3CC3=C2C=CC(=C3)O)=C1 2-methoxy-9-hydroxy-5,6,6a,7-tetrahydro-4H-dibenzo[de,g]Quinoline